2-(3-chloro-pyridin-2-yl)-5-bromo-2H-pyrazole-3-carbonyl chloride ClC=1C(=NC=CC1)N1N=C(C=C1C(=O)Cl)Br